1-phenyl-ethylbromide C1(=CC=CC=C1)C(C)Br